1-bromo-5,6-dihydro-4H-thieno[3,4-c]pyrrol-4-one BrC=1SC=C2C1CNC2=O